4-((5-Chloro-1-(propylsulfonyl)-1H-indol-3-yl)(hydroxy)methyl)-3-methylenedihydrofuran-2(3H)-one ClC=1C=C2C(=CN(C2=CC1)S(=O)(=O)CCC)C(C1C(C(OC1)=O)=C)O